C(#N)C=1C(=NC(=CC1C)C)N1[C@H](C[C@H](C1)NCCS(=O)(=O)C)C(=O)N(C=1C=C(C=CC1)C)CC (2r,4r)-1-(3-cyano-4,6-dimethylpyridin-2-yl)-N-ethyl-4-((2-(methylsulfonyl)ethyl)-amino)-N-(m-tolyl)pyrrolidine-2-carboxamide